N-(4-(tert-butyl)phenyl)-5,5,8,8-tetramethyl-3-(4,4,5,5-tetramethyl-1,3,2-dioxaborolan-2-yl)-5,6,7,8-tetrahydronaphthalen-2-amine C(C)(C)(C)C1=CC=C(C=C1)NC1=CC=2C(CCC(C2C=C1B1OC(C(O1)(C)C)(C)C)(C)C)(C)C